C1(=CC=CC=C1)C=1NC=CC1C(=O)N 2-phenyl-1H-pyrrole-3-carboxamide